(E)-6,7-difluoro-3-(4-(trifluoromethoxy)benzylidene)-2,3-dihydropyrrolo[2,1-b]quinazolin-9(1H)-one FC=1C(=CC=2C(N3C(=NC2C1)/C(/CC3)=C/C3=CC=C(C=C3)OC(F)(F)F)=O)F